C1(CC1)C=1NC(=NN1)C(N1C[C@@H](N(C[C@@H]1C)C(=O)OC(C)(C)C)C)C1=CC=C(C=C1)F |&1:14| tert-butyl (2S,SR)-4-((5-cyclopropyl-4H-1,2,4-triazol-3-yl)(4-fluorophenyl) methyl)-2,5-dimethylpiperazine-1-carboxylate